N=1N(N=C2C1C=CC=C2)C=2C=C(C=C(C2O)C(C)(C)C)CCC(=O)O β-[3-(2H-benzotriazol-2-yl)-4-hydroxy-5-t-butylphenyl]propanoic acid